(S)-2-(2-chloro-6-fluorobenzamido)-3-(4-(5',6'-difluoro-2'-oxospiro[cyclopropane-1,3'-indolin]-1'-yl)phenyl)propionic acid ClC1=C(C(=O)N[C@H](C(=O)O)CC2=CC=C(C=C2)N2C(C3(C4=CC(=C(C=C24)F)F)CC3)=O)C(=CC=C1)F